C(C)[In]C1C=CC=C1 Ethylcyclopentadienyl-indium